C12CC(CC(CC1)N2)N 8-azabicyclo[3.2.1]octan-3-amine